C(=O)(O)CNC1=NC(=NC(=N1)N)N carboxyMETHYL-MELAMINE